N(=O)N1[C@H]2CC(C[C@@H]1CC2)O (1R,3R,5S)-8-nitroso-8-azabicyclo[3.2.1]octan-3-ol